CC1=C(C=C(C=C1)NC(C1=CC=C(C=C1)C1CCN(CC1)CCC)=O)NC1=NC=CC(=N1)C=1C=NC=CC1 N-[4-Methyl-3-(4-pyridin-3-yl-pyrimidin-2-ylamino)-phenyl]-4-(1-propyl-piperidin-4-yl)-benzamide